O=C1SCC(N1CC(=O)NC(C(=O)NC1=CC=C(C=C1)[Si](C)(C)C)C1=CC=C(C=C1)OC)=O 2-(((2,4-dioxo-1,3-thiazolidin-3-yl)acetyl)amino)-2-(4-methoxyphenyl)-N-(4-(trimethylsilyl)phenyl)acetamide